1-(4-{[2-(3-{[2-methoxy-4-(propanamidosulfonyl)phenyl]amino}prop-1-yn-1-yl)-1-(2,2,2-trifluoroethyl)-1H-indol-4-yl]amino}piperidin-1-yl)-3-(propanoyloxy)propan-2-ylpropanoate COC1=C(C=CC(=C1)S(=O)(=O)NC(CC)=O)NCC#CC=1N(C2=CC=CC(=C2C1)NC1CCN(CC1)CC(COC(CC)=O)OC(CC)=O)CC(F)(F)F